FC1=C(OC=2N=CC(=NC2)NC(C(=C)N2CC(N(CC2)C(=O)C=2N=C(C(NC2)=O)N2N=CC=C2)(C)C)=O)C=CC(=C1)F (S)-N-(5-(2,4-difluorophenoxy)pyrazin-2-yl)-2-(3,3-dimethyl-4-(5-oxo-6-(1H-pyrazol-1-yl)-4,5-dihydropyrazine-2-carbonyl)piperazin-1-yl)propenamide